CC1(CCOCC1)CNC(=O)[C@@H]1CC12CCN(CC2)C(=O)OC(C(F)(F)F)C(F)(F)F |r| 1,1,1,3,3,3-Hexafluoropropan-2-yl (±)-1-(((4-methyltetrahydro-2H-pyran-4-yl)methyl)carbamoyl)-6-azaspiro[2.5]octan-6-carboxylat